4-(2,3,5,6-Tetrafluoropyridin-4-yl)thiomorpholine FC1=NC(=C(C(=C1F)N1CCSCC1)F)F